ClC1=CC(=C(C(=C1)F)C(CC1=NC(=NC(=N1)N[C@@H](CO)CC(C)C)NS(=O)(=O)C)C)F N-(4-(2-(4-chloro-2,6-difluorophenyl)propyl)-6-(((R)-1-hydroxy-4-methylpentan-2-yl)amino)-1,3,5-triazin-2-yl)methanesulfonamide